6-Fluoro-1-methyl-2-(4-(methylsulfonyl)phenyl)-5-(1'-(oxetan-3-yl)-[1,4'-bipiperidin]-4-yl)-1H-benzo[d]imidazol FC=1C(=CC2=C(N(C(=N2)C2=CC=C(C=C2)S(=O)(=O)C)C)C1)C1CCN(CC1)C1CCN(CC1)C1COC1